C1(CCCCC1)C1(P(CCC1)C1=C(C=CC=C1)C1=C(C=C(C=C1C(C)C)C(C)C)C(C)C)C1CCCCC1 dicyclohexyl-[2',4',6'-tris(propan-2-yl)biphenyl-2-yl]Phospholane